N[C@H]1CN(CC[C@@H]2N(C1=O)[C@@H](CC2)C(=O)N(C2=CC=CC=C2)C)C(CC2=CC=CC=C2)=O (5S,8S,10aR)-5-amino-N-methyl-6-oxo-N-phenyl-3-(2-phenylacetyl)decahydropyrrolo[1,2-a][1,5]diazocine-8-carboxamide